ClC=1C=NC=C(C1[C@@H](C)OC=1C=C2C(=NNC2=CC1)C=1C=NC(=C(C#N)C1)N1CC(C1)C(F)(F)F)Cl (R)-5-(5-(1-(3,5-dichloropyridin-4-yl)ethoxy)-1H-indazol-3-yl)-2-(3-(trifluoromethyl)azetidin-1-yl)nicotinonitrile